C1(CCCCC1)N1CCN(CC1)C(C(=O)N)[N+]#[C-] 4-CYCLOHEXYL-PIPERAZINO-ISOCYANO-ACETAMIDE